ClC=1C=C(C=CC1)C1(CCN(CC1)C1=C(C(N(C2=CC=CC=C12)C)=O)C#N)OC 4-[4-(3-chlorophenyl)-4-methoxypiperidin-1-yl]-1-methyl-2-oxo-1,2-dihydroquinoline-3-carbonitrile